ClC=1C(=NC=C(C1)F)C(=O)NC1(CCN(CC1)C1=NC=C(C=C1)C=1C=2N(C=C(C1)OCCCN1CCCC1)N=CC2C#N)C 3-chloro-N-(1-(5-(3-cyano-6-(3-(pyrrolidin-1-yl)propoxy)pyrazolo[1,5-a]pyridin-4-yl)pyridin-2-yl)-4-methylpiperidin-4-yl)-5-fluoropicolinamide